C(C)(C)(C)OC(=O)NCCCC[C@H](NC(C1=C(C=CC=C1)OC(F)F)=O)C(=O)O N6-(tert-butoxycarbonyl)-N2-(2-(difluoromethoxy)benzoyl)lysine